(2S,3R)-p-methylsulfonylbenzenesulfonic acid ethyl ester C(C)OS(=O)(=O)C1=CC=C(C=C1)S(=O)(=O)C